NC1CCN(CC1)C1=C(C#N)C(=C(C(=N1)C)C1=CC2=C(C(=NO2)C)C=C1F)C1=CC(=C(C=C1)C#N)F 2-(4-Aminopiperidin-1-yl)-4-(4-cyano-3-fluorophenyl)-5-(5-fluoro-3-methylbenzo[d]isoxazole-6-yl)-6-methylnicotinnitrile